3,3'-(furan-2,5-diyl)diacrylaldehyde O1C(=CC=C1C=CC=O)C=CC=O